azobis{2-methyl-N-[1,1-bis(hydroxymethyl)-2-hydroxyethyl]propionamide} N(=NC(C(=O)NC(CO)(CO)CO)(C)C)C(C(=O)NC(CO)(CO)CO)(C)C